5-(4-methoxy-3-methylphenyl)-2-methyl-1,1-dioxo-2H-1λ6,2,6-thiadiazine-3-carboxylic Acid COC1=C(C=C(C=C1)C=1C=C(N(S(N1)(=O)=O)C)C(=O)O)C